6,7-dimethoxy-N-(4-(piperazin-1-yl)phenyl)-4-trifluoromethylquinazolin-2-amine COC=1C=C2C(=NC(=NC2=CC1OC)NC1=CC=C(C=C1)N1CCNCC1)C(F)(F)F